COC1=NC=CC(=C1)C=1N=NN(C1)C=1C=C2CN(C(C2=CC1)=O)N1C(CCCC1=O)=O 5-[4-(2-methoxypyridin-4-yl)-1,2,3-triazol-1-yl]-1-oxo-3H-isoindol-2-ylpiperidine-2,6-dione